(R)-3-(3-chloro-4-fluorophenyl)-1-(8,9-difluoro-6-((2-aminoethyl)amino)-1,4-dihydro-2H-pyrano[3,4-c]isoquinolin-1-yl)-1-methylurea ClC=1C=C(C=CC1F)NC(N(C)[C@H]1COCC=2N=C(C=3C=C(C(=CC3C21)F)F)NCCN)=O